FC1=CC=CC=2N=C(OC21)C2=CC=C(C=C2)NC(C(C)(C)O)=O N-[4-(7-fluoro-1,3-benzooxazol-2-yl)phenyl]-2-hydroxy-2-methyl-propionamide